tert-butyl 2-((2-fluoro-4-iodophenyl) amino)-1-methyl-1H-pyrrolo[2,3-b]pyridine-3-carboxylate FC1=C(C=CC(=C1)I)NC1=C(C=2C(=NC=CC2)N1C)C(=O)OC(C)(C)C